(4R,5R,7S,8R)-7-azido-5-(2,4-dioxo-3,4-dihydropyrimidin-1(2H)-yl)-7-(iodomethyl)-6-oxa-1-thiaspiro[3.4]octan-8-yl benzoate C(C1=CC=CC=C1)(=O)O[C@@H]1[C@](O[C@H]([C@@]12CCS2)N2C(NC(C=C2)=O)=O)(CI)N=[N+]=[N-]